5-ethoxy-thiazole C(C)OC1=CN=CS1